ClC=1C(=C(C=C(C1F)F)Br)F 3-chloro-2,4,5-trifluoro-bromobenzene